4-((2-chlorophenyl)amino)-2-cyclopropylthiazole-5-carboxamide ClC1=C(C=CC=C1)NC=1N=C(SC1C(=O)N)C1CC1